FC=1C=C(C#N)C=C(C1)OC1=CC=C2C(C([C@@]3(CC([C@H](C1=C32)F)(F)F)O)(F)F)(F)F 3-fluoro-5-(((6S,8aS)-1,1,2,2,6,7,7-heptafluoro-8a-hydroxy-1,2,6,7,8,8a-hexahydroacenaphthylen-5-yl)oxy)benzonitrile